C(CCCCC)C(C(=O)OC(CCCCCC(OC(NCCCN(C)C)=O)CCCCCCOC(C(CCCCCCCC)CCCCCC)=O)CCCN(C)C)CCCCCCCC [3-(dimethylamino) propyl]-9-{6-[(2-hexyl-1-oxodecyl) oxy] hexyl}-2-methyl-7-oxo-2,6-diaza-8-oxapentadecan-15-yl 2-hexyldecanoate